C(=O)O.COC1=CN=CC=2N=C(N=C(C21)N2CCC1(CCN(C1)CC1(CCC1)O)CC2)C2=CC=NC=C2 1-[[8-[5-methoxy-2-(4-pyridyl)pyrido[3,4-d]pyrimidin-4-yl]-2,8-diazaspiro[4.5]decan-2-yl]methyl]cyclobutanol, formate salt